dioxole-5-carboxamide O1COC=C1C(=O)N